5-fluoro-2-methoxy-N-(propan-2-yl)-3-[3-(pyrrolidin-1-yl)propoxy]acridin FC1=C2N(C=3C=C(C(=CC3CC2=CC=C1)OC)OCCCN1CCCC1)C(C)C